COC1=C(C(=O)O)C=CC(=C1)C1=NC(=NC=C1C)NC1=CC=C(C=C1)N1CCOCC1 2-methoxy-4-(5-methyl-2-(4-morpholinophenyl-amino)pyrimidin-4-yl)benzoic acid